(2s,4S)-8-(4-cyano-2-fluorophenyl)-N-((1r,3R)-3-hydroxycyclobutyl)-6,9-dioxo-5-(4-(trifluoromethyl)benzyl)-5,8-diazaspiro[3.5]nonane-2-carboxamide C(#N)C1=CC(=C(C=C1)N1CC(N(C2(CC(C2)C(=O)NC2CC(C2)O)C1=O)CC1=CC=C(C=C1)C(F)(F)F)=O)F